C1(=CC=CC=C1)N1C2=CC=CC=C2C=2C=C(C=CC12)C1=C2C3=C(NC2=CC=C1)C(NC=C3)=O 5-(9-phenylcarbazol-3-yl)-2,9-dihydropyrido[3,4-b]indol-1-one